(R)-2-(5-(2-(4,5-dichloro-6-oxopyridazin-1(6H)-yl)acetamido)-N,2-dimethylphenylsulfonamido)propanamide ClC=1C=NN(C(C1Cl)=O)CC(=O)NC=1C=CC(=C(C1)S(=O)(=O)N(C)[C@@H](C(=O)N)C)C